FC(C(=O)[O-])(F)F.C(C)(C)(C)OC(=O)N1CC(C1)C[N+]1(CCN(CC1)C(=O)N1CCNCC1)CC(=O)OC(C)(C)C 3-[[1-(2-tert-butoxy-2-keto-ethyl)-4-(piperazine-1-carbonyl)piperazin-1-ium-1-yl]methyl]azetidine-1-carboxylic acid tert-butyl ester 2,2,2-trifluoroacetate